N-benzyl-N-vinyl-(4-tert-butylphenyl)formamide C(C1=CC=CC=C1)N(C(=O)C1=CC=C(C=C1)C(C)(C)C)C=C